C(CCCC)S(=O)(=O)O 1-pentanesulfonic acid